N-(7'-((2-methoxyethoxy)methoxy)-2',2'-dimethyl-4-oxo-2'H,4H-[3,6'-bichromen]-7-yl)-acetamide COCCOCOC1=C(C=C2C=CC(OC2=C1)(C)C)C1=COC2=CC(=CC=C2C1=O)NC(C)=O